C(CCCCCCCCCCCCCCC)(=O)OC[C@@H](OC(CCCCCCCCCCCCCCC)=O)COP(=O)(O)O 1,2-dipalmitoyl-sn-glycero-3-phosphate